5-Methyl-1H-benzo[d]imidazole-2-thiol CC1=CC2=C(NC(=N2)S)C=C1